n-heptyl neononyl phthalate C(C=1C(C(=O)OCCCCCC(C)(C)C)=CC=CC1)(=O)OCCCCCCC